C(C1=CC=CC=C1)NC(C1=CC(=CC=C1)C(CC#N)N1N=CC(=C1)C=1C2=C(N=CN1)NC=C2)=O N-benzyl-3-{2-cyano-1-[4-(7H-pyrrolo[2,3-d]pyrimidin-4-yl)-1H-pyrazol-1-yl]ethyl}-benzamide